4-(3-(Benzo[d]oxazol-2-yl)-2-methoxyphenylamino)-2-(1-methyl-3-phenyl-1H-pyrazol-5-ylamino)pyrimidine-5-carboxamide O1C(=NC2=C1C=CC=C2)C=2C(=C(C=CC2)NC2=NC(=NC=C2C(=O)N)NC2=CC(=NN2C)C2=CC=CC=C2)OC